2-[4-[4-[4-[(2,6-difluorophenyl)methyl]-5-oxo-1,2,4-triazol-1-yl]-2-fluoro-phenoxy]-5-fluoro-2-pyridinyl]-7-oxa-2,5-diazaspiro[3.4]octan-6-one FC1=C(C(=CC=C1)F)CN1C=NN(C1=O)C1=CC(=C(OC2=CC(=NC=C2F)N2CC3(C2)NC(OC3)=O)C=C1)F